BrC=1C(=C2C=NN(C2=C(C1)C)C)[N+](=O)[O-] 5-bromo-1,7-dimethyl-4-nitroindazole